BrC=1C=C(C(=NC1OC(COCCC)C)C)[N+](=O)[O-] 5-bromo-2-methyl-6-(1-methyl-2-propoxy-ethoxy)-3-nitro-pyridine